C(C)N1N=C(C(=C1)C1=NC(=NC=C1)NC1=CC=C(C=C1)N1CC2CCC(C1)N2C(=O)OC(C)(C)C)C=2C=NC=CC2 tert-Butyl 3-(4-((4-(1-ethyl-3-(pyridin-3-yl)-1H-pyrazol-4-yl)pyrimidin-2-yl)amino)phenyl)-3,8-diazabicyclo[3.2.1]octane-8-carboxylate